(3S)-1-[3-[5-[6-(Trifluoromethyl)-3-pyridyl]-1,2,4-oxadiazol-3-yl]azetidine-1-carbonyl]pyrrolidine-3-carboxamide FC(C1=CC=C(C=N1)C1=NC(=NO1)C1CN(C1)C(=O)N1C[C@H](CC1)C(=O)N)(F)F